(R)-4-(1-(1-(4-(trifluoromethyl)benzyl)piperidine-2-carboxamido)cyclopropyl)benzoic acid FC(C1=CC=C(CN2[C@H](CCCC2)C(=O)NC2(CC2)C2=CC=C(C(=O)O)C=C2)C=C1)(F)F